The molecule is a glutathione derivative in which the hydrogen of the side-chain thiol function of glutathione is substituted by a 7-hydroxy-7,8-dihydrobenzo[pqr]tetraphen-8-yl group. It has a role as a mouse metabolite. It derives from a hydride of a benzo[a]pyrene. C1=CC2=C3C(=C1)C=CC4=C3C(=CC5=C4C=CC(C5O)SC[C@@H](C(=O)NCC(=O)O)NC(=O)CC[C@@H](C(=O)O)N)C=C2